3,4,5-tri(benzyloxy)benzoic acid C(C1=CC=CC=C1)OC=1C=C(C(=O)O)C=C(C1OCC1=CC=CC=C1)OCC1=CC=CC=C1